(R)-N-((1S,2S)-2-fluoro-1-(4-fluorobicyclo[4.2.0]oct-1(6),2,4-trien-3-yl)-3-(2,4,6-trioxo-1-(tetrahydro-2H-pyran-4-yl)hexahydropyrimidin-5-yl)propyl)-2-methylpropan-2-sulfinamide F[C@H]([C@H](C1=CC=2CCC2C=C1F)N[S@](=O)C(C)(C)C)CC1C(NC(N(C1=O)C1CCOCC1)=O)=O